C(C)OC(=O)C=1OC(=CC1)C1=CC=C(C=C1)C(=O)OC 5-(4-(methoxycarbonyl)phenyl)furan-2-carboxylic acid ethyl ester